Methyl (E)-3-(3-chloro-1-(tetrahydro-2H-pyran-2-yl)-1H-pyrazolo[3,4-b]pyridin-6-yl)acrylate ClC1=NN(C2=NC(=CC=C21)/C=C/C(=O)OC)C2OCCCC2